BrC1=CC(=C2CN(C(C2=C1)=O)C1=CC(=CC=C1)[C@@](C(C1=NN=CN1C)(F)F)(C)F)C(F)(F)F (R)-6-bromo-2-(3-(1,1,2-trifluoro-1-(4-methyl-4H-1,2,4-triazol-3-yl)propan-2-yl)phenyl)-4-(trifluoromethyl)isoindolin-1-one